C[Si](CCCCCCCCCCC(=O)Cl)(Cl)C 11-dimethylchlorosilyl-undecanoyl chloride